methyl (2-(butylsulfinyl)-4-phenyl-6-(thiophen-2-yl)thieno[2,3-b]pyridin-3-yl)carbamate C(CCC)S(=O)C1=C(C=2C(=NC(=CC2C2=CC=CC=C2)C=2SC=CC2)S1)NC(OC)=O